4-(1H-pyrazol-4-yl)isoindolin-1-one N1N=CC(=C1)C1=C2CNC(C2=CC=C1)=O